pyridin-2-yl-thiazole-4-carboxamide Tert-butyl-(((2S*,4S*)-5-chloro-4-(2-cyano-6-fluorophenyl)-2-phenyl-2,3-dihydrobenzofuran-2-yl)methyl)carbamate C(C)(C)(C)N(C(O)=O)C[C@@]1(OC2=C(C1)C(=C(C=C2)Cl)C2=C(C=CC=C2F)C#N)C2=CC=CC=C2.N2=C(C=CC=C2)C=2SC=C(N2)C(=O)N |o1:9|